tetracosyltrimethylammonium bromide [Br-].C(CCCCCCCCCCCCCCCCCCCCCCC)[N+](C)(C)C